C(CCCCCCCCC\C=C/CCCCCC)(=O)[O-].[W+4].C(CCCCCCCCC\C=C/CCCCCC)(=O)[O-].C(CCCCCCCCC\C=C/CCCCCC)(=O)[O-].C(CCCCCCCCC\C=C/CCCCCC)(=O)[O-] tungsten cis-vaccenate